N-((2R,3S)-1-(2-methyl-pyridin-3-yl)-2-((((CIS)-4-phenylcyclohexyl)oxy)methyl)pyrrolidin-3-yl)methanesulfonamide CC1=NC=CC=C1N1[C@H]([C@H](CC1)NS(=O)(=O)C)CO[C@@H]1CC[C@@H](CC1)C1=CC=CC=C1